(R)-6-bromo-N-(1-(2,4-dichlorophenyl)ethyl)-3-nitropyridin-2-amine BrC1=CC=C(C(=N1)N[C@H](C)C1=C(C=C(C=C1)Cl)Cl)[N+](=O)[O-]